N-[5-(4-{[2-(4-methoxyphenyl)phenyl]amino}phenyl)-1,3,4-thiadiazol-2-yl]acetamide COC1=CC=C(C=C1)C1=C(C=CC=C1)NC1=CC=C(C=C1)C1=NN=C(S1)NC(C)=O